C(C1=CC=CC=C1)OC(N(CCO[Si](C)(C)C(C)(C)C)CCO[Si](C)(C)C(C)(C)C)=O bis(2-((tert-butyldimethylsilyl)oxy)ethyl)carbamic acid benzyl ester